3,9-bis[2-[3-(3-t-butyl-4-hydroxy-5-methylphenyl)propanoyloxy]-1,1-dimethylethyl]-2,4,8,10-tetraoxaspiro[5.5]undecane C(C)(C)(C)C=1C=C(C=C(C1O)C)CCC(=O)OCC(C)(C)C1OCC2(CO1)COC(OC2)C(COC(CCC2=CC(=C(C(=C2)C)O)C(C)(C)C)=O)(C)C